N-(4-(5-(difluoromethyl)-1,3,4-oxadiazol-2-yl)-2-fluorobenzyl)-N-(3-(trifluoromethyl)phenyl)methanesulfonamide FC(C1=NN=C(O1)C1=CC(=C(CN(S(=O)(=O)C)C2=CC(=CC=C2)C(F)(F)F)C=C1)F)F